tert-Butyl (S)-(1-(7,8-dichloro-4-(1H-imidazol-1-yl)quinolin-2-yl)pyrrolidin-3-yl)carbamate ClC1=CC=C2C(=CC(=NC2=C1Cl)N1C[C@H](CC1)NC(OC(C)(C)C)=O)N1C=NC=C1